FC1=CC=2C3(N4N(C2C=C1)C(C(=C4C)C4=C(C=CC=C4)O)=O)C(=NN(C3=O)C3=CC=C(C=C3)F)C 7'-Fluoro-1-(4-fluorophenyl)-2'-(2-hydroxyphenyl)-1',3-dimethyl-3'H-spiro[pyrazole-4,9'-pyrazolo[1,2-a]indazole]-3',5(1H)-dione